3-decyl-tetrahydrofuran-2,5-dione C(CCCCCCCCC)C1C(OC(C1)=O)=O